N1(CCC1)C=1C=CC2=CN(N=C2C1)N 6-(azetidin-1-yl)-2H-indazol-2-amine